C(CCC(=O)OC1=CC=C(C=C1)C)(=O)OC1=CC=C(C=C1)C di-[4-methylphenyl] succinate